C1(CCCCC1)C[C@@H](C(=O)N[C@H](C[C@@H]1C(NCC1)=O)C(CO)=O)NC(=O)C1(C2=CC=CC=C2C=2C=CC=CC12)O N-((S)-3-cyclohexyl-1-(((R)-4-hydroxy-3-oxo-1-((R)-2-oxopyrrolidin-3-yl)butan-2-yl)amino)-1-oxopropan-2-yl)-9-hydroxy-9H-fluorene-9-carboxamide